6-(3',4'-dimethoxybiphenyl-4-yl)methoxy-2-[2-(N,N-dimethylamino)ethyl]tetraline COC=1C=C(C=CC1OC)C1=CC=C(C=C1)COC=1C=C2CCC(CC2=CC1)CCN(C)C